N-Cyclopropyl-2-(5-isopropyl-2-methyl-8-oxothieno[2',3':4,5]pyrrolo[1,2-d][1,2,4]triazin-7(8H)-yl)acetamide C1(CC1)NC(CN1N=C(N2C(C1=O)=CC1=C2C=C(S1)C)C(C)C)=O